COC1=C(C(=CC=C1)OC)C1=NC=CC=C1 2-(2,6-dimethoxyphenyl)pyridin